3-amino-N-[2-[(3R)-3-methoxypyrrolidin-1-yl]ethyl]-5-(trifluoromethyl)benzamide NC=1C=C(C(=O)NCCN2C[C@@H](CC2)OC)C=C(C1)C(F)(F)F